C(C)(C)(C)OC(CC[C@@H](C(=O)N)N1C(C2=CC=CC(=C2C1)OCC=1C=C2CCC(C2=CC1)N1CCN(CC1)C1=C(C=C(C=C1)C#N)F)=O)=O (4S)-5-amino-4-(4-((1-(4-(4-cyano-2-fluorophenyl)piperazin-1-yl)-2,3-dihydro-1H-inden-5-yl)methoxy)-1-oxoisoindolin-2-yl)-5-oxopentanoic acid tert-butyl ester